C(C)(=O)C1=CN(C2=CC=C(C=C12)C=1C=NC=2N(C1)N=C(C2)C)CC(=O)N2[C@@H]1C[C@@]1(C[C@H]2C(=O)NC2=NC(=C(C=C2C)F)Br)C (1R,3S,5R)-2-(2-(3-acetyl-5-(2-methylpyrazolo[1,5-a]pyrimidin-6-yl)-1H-indol-1-yl)acetyl)-N-(6-bromo-5-fluoro-3-methylpyridin-2-yl)-5-methyl-2-azabicyclo[3.1.0]hexane-3-carboxamide